((1S,4S)-1-methyl-2-oxabicyclo[2.2.1]heptan-4-yl)-2H-pyrazolo[3,4-b]pyridine-5-carboxamide C[C@]12OC[C@](CC1)(C2)N2N=C1N=CC(=CC1=C2)C(=O)N